[Si](C)(C)(C(C)(C)C)OCC=1C=2N(C=C(N1)C)C=C(N2)NC(=O)C2=CC=C(C1=CN(N=C21)C)N2CCC(CC2)N(C(OC(C)(C)C)=O)C2CC2 tert-butyl N-[1-[7-[[8-[[tert-butyl(dimethyl)silyl]oxymethyl]-6-methyl-imidazo[1,2-a]-pyrazin-2-yl]carbamoyl]-2-methyl-indazol-4-yl]-4-piperidyl]-N-cyclopropyl-carbamate